(2S,4r)-1-[(2S)-2-(4-cyclopropyl-triazol-1-yl)-3,3-dimethyl-butyryl]-4-hydroxy-N-[[(1S,2r)-1-methylsulfonyl-2-(trifluoromethyl)cyclopropyl]methyl]pyrrolidine-2-carboxamide C1(CC1)C=1N=NN(C1)[C@H](C(=O)N1[C@@H](C[C@H](C1)O)C(=O)NC[C@]1([C@H](C1)C(F)(F)F)S(=O)(=O)C)C(C)(C)C